3-(1-((2-(3,5-dichloro-phenyl)-6-((2-(4-methyl-piperazin-1-yl)pyrimidin-5-yl)oxy)pyridin-4-yl)methyl)piperidin-4-yl)-2-methylpropanoic acid ClC=1C=C(C=C(C1)Cl)C1=NC(=CC(=C1)CN1CCC(CC1)CC(C(=O)O)C)OC=1C=NC(=NC1)N1CCN(CC1)C